BrC=1C=C2C(C=C(OC2=CC1)C(=O)NC=1C=NC=CC1)=O 6-bromo-4-oxo-N-(pyridin-3-yl)-4H-chromen-2-carboxamide